(R)-4-benzyl-3-((R)-3-cyclopropyl-2-methylpropanoyl)oxazolidin-2-one C(C1=CC=CC=C1)[C@H]1N(C(OC1)=O)C([C@@H](CC1CC1)C)=O